C(CC)SCCSCCC1=NC=CC=C1 2-[2-(2-propylsulfanyl-ethylsulfanyl)ethyl]pyridine